BrC=1C(=C2[C@H](CC[C@@]3(C2=CC1)N=C1N(C=C(C=C1OC(F)F)C#N)C3)O)F (2S,4'S)-6'-bromo-8-(difluoromethoxy)-5'-fluoro-4'-hydroxy-3',4'-dihydro-2'H,3H-spiro[imidazo[1,2-a]pyridine-2,1'-naphthalene]-6-carbonitrile